FC(OC1=CC=C(C=C1)N1C(C(=CC2=C1N=C(N=C2)OCC)C2=CC=C(C=C2)OC)=O)F 8-(4-(difluoromethoxy)phenyl)-2-ethoxy-6-(4-methoxyphenyl)pyrido[2,3-d]pyrimidin-7(8H)-one